17-acetoxyl-3-hydroxy-2-(4-morpholinyl)-16-(1-pyrrolidinyl)androstane O(C(=O)C)C1[C@]2(C)[C@@H](CC1N1CCCC1)[C@@H]1CCC3CC(C(C[C@]3(C)[C@H]1CC2)N2CCOCC2)O